(S)-N-((4-(cyclopropanesulfonamido)pyridin-2-yl)methyl)-6-methyl-5-(2-propylazetidin-1-yl)pyrazine-2-carboxamide C1(CC1)S(=O)(=O)NC1=CC(=NC=C1)CNC(=O)C1=NC(=C(N=C1)N1[C@H](CC1)CCC)C